OC1=CC(=CC2=C1NC=N2)C(=O)N 7-hydroxy-1H-benzo[d]imidazole-5-carboxamide